C(C)(C)(C)OC(=O)NCCCCCC(=O)NCC1=CC=C(C=C1)C=1SC=C(N1)C(=O)N[C@@H](CO)C(=O)N[C@@H](CO)C(=O)OC methyl (2-(4-((6-((tert-butoxycarbonyl)amino)hexanamido)methyl)phenyl)thiazole-4-carbonyl)-L-seryl-L-serinate